tert-Butyl 2-(aminomethyl)piperidine-1-carboxylate NCC1N(CCCC1)C(=O)OC(C)(C)C